COC(C1=CC=C(C=C1)C#CC1=CC=C(C=C1)C#N)=O 4-((4-cyanophenyl)ethynyl)benzoic acid methyl ester